N-(3-fluoro-4-methoxyphenyl)-3-(pyridin-4-yl)-4,5,6,7-tetrahydropyrazolo[1,5-a]pyrazin-2-amine FC=1C=C(C=CC1OC)NC1=NN2C(CNCC2)=C1C1=CC=NC=C1